C(C)N1[C@H](C2(CC2)C1)COC=1C=NN(C1C1=CC=2N(C=C1)N=C(C2)NC(=O)C2CC2)C (R)-N-(5-(4-((5-Ethyl-5-azaspiro[2.3]hexan-4-yl)methoxy)-1-methyl-1H-pyrazol-5-yl)pyrazolo[1,5-a]pyridin-2-yl)cyclopropanecarboxamide